FC(C(=O)N1C2CN(CC1CC2)C=2C=CC=1N=CN=C(C1N2)NC2=CC(=C(C=C2)OC2=CC1=C(N(N=N1)C)C=C2)C)=C 2-fluoro-1-(3-(4-((3-methyl-4-((1-methyl-1H-benzo[d][1,2,3]triazol-5-yl)oxy)phenyl)amino)pyrido[3,2-d]pyrimidin-6-yl)-3,8-diazabicyclo[3.2.1]octan-8-yl)prop-2-en-α-one